F[P-](F)(F)(F)(F)F.Br[P+](N1CCCC1)(N1CCCC1)N1CCCC1 bromo-tripyrrolidinyl-phosphorus hexafluorophosphate